4-(2-cyanopropan-2-yl)-N-(3,4-difluoro-5-(7-(methylamino)-1,6-naphthyridin-3-yl)phenyl)picolinamide C(#N)C(C)(C)C1=CC(=NC=C1)C(=O)NC1=CC(=C(C(=C1)C=1C=NC2=CC(=NC=C2C1)NC)F)F